4-[[3-[3-[3-amino-6-(2-hydroxyphenyl)pyridazin-4-yl]-3,8-diazabicyclo[3.2.1]octan-8-yl]phenyl]methyl]piperazin NC=1N=NC(=CC1N1CC2CCC(C1)N2C=2C=C(C=CC2)CN2CCNCC2)C2=C(C=CC=C2)O